BrC=1C=C(NC2(CCC3(C(CC4=CC=CC=C34)C3=CC=CC=C3)CC2)C(=O)O)C=CC1 4-(3-bromoanilino)-2'-phenyl-2',3'-dihydrospiro[cyclohexane-1,1'-indene]-4-carboxylic acid